3,5-Dimethyl-2-octanon CC(C(C)=O)CC(CCC)C